CC(C[C@@H](C(=O)O)N1C(C=C(C=C1)C(F)(F)F)=O)C (S)-4-methyl-2-(2-oxo-4-(trifluoromethyl)pyridin-1(2H)-yl)pentanoic acid